Benzyl [(7-hydroxy-2,2-dimethyl-3,3-diphenyl-4-oxa-3-silaoct-8-yl)amino]methanoate OC(CCO[Si](C(C)(C)C)(C1=CC=CC=C1)C1=CC=CC=C1)CNC(=O)OCC1=CC=CC=C1